(2,6-dichloropyridin-3-yl)boronic acid ClC1=NC(=CC=C1B(O)O)Cl